bis(1-(2-hydroxy-2-methylpropoxy)-2,2,6,6-tetramethylpiperidin-4-yl)succinate OC(CON1C(CC(CC1(C)C)OC(CCC(=O)OC1CC(N(C(C1)(C)C)OCC(C)(C)O)(C)C)=O)(C)C)(C)C